(4S,5S)-3-(4-chlorophenyl)-N-((4,4-difluoropiperidin-1-yl)sulfonyl)-5-methyl-4-phenyl-4,5-dihydro-1H-pyrazole-1-carboxamide ClC1=CC=C(C=C1)C1=NN([C@H]([C@@H]1C1=CC=CC=C1)C)C(=O)NS(=O)(=O)N1CCC(CC1)(F)F